(2R,3'R,4'S,5'S,6'R)-6'-(hydroxymethyl)-6-methoxy-4'-(prop-2-yn-1-yloxy)-3',4',5',6'-tetrahydrospiro[chromane-2,2'-pyran]-3',5'-diol OC[C@@H]1[C@@H]([C@@H]([C@H]([C@]2(O1)OC1=CC=C(C=C1CC2)OC)O)OCC#C)O